lead magnesium strontium [Sr].[Mg].[Pb]